1,1,1,3,3,3-Hexafluoropropan-2-yl 4-(2-(2-acetyl-2,7-diazaspiro[3.5]nonan-7-yl)-4-(trifluoromethyl)benzyl)piperazine-1-carboxylate C(C)(=O)N1CC2(C1)CCN(CC2)C2=C(CN1CCN(CC1)C(=O)OC(C(F)(F)F)C(F)(F)F)C=CC(=C2)C(F)(F)F